3-(3-Morpholinophenyl)-3-oxopropanoic acid methyl ester COC(CC(=O)C1=CC(=CC=C1)N1CCOCC1)=O